tetradecan-3,8,11-trien-1-yl 2-fluoroacrylate FC(C(=O)OCCC=CCCCC=CCC=CCC)=C